C(C)(C)(C)OC(=O)NCCN1C=C(C=2C1=NC=C(C2)C(F)(F)F)CC 1-(2-((tert-butoxycarbonyl)amino)ethyl)-3-ethyl-5-(trifluoromethyl)-1H-pyrrolo[2,3-b]pyridine